tris[2-(tert-butoxycarbonylmethyloxy)ethyl]amine C(C)(C)(C)OC(=O)COCCN(CCOCC(=O)OC(C)(C)C)CCOCC(=O)OC(C)(C)C